C(#N)CCC=1C=C2C(=C(C(=NC2=C(C1C1=C(C(=CC=C1)Cl)Cl)F)C)C(=O)OCC)N[C@H]1[C@H]2CN([C@@H]1C2)C(=O)OC(C)(C)C tert-butyl (1R,4R,5S)-5-(((Sa)-6-(2-cyanoethyl)-7-(2,3-dichlorophenyl)-3-(ethoxycarbonyl)-8-fluoro-2-methylquinolin-4-yl)amino)-2-azabicyclo[2.1.1]hexane-2-carboxylate